C(C)N1N=C(N=C1)NC(=O)C1=CC=2N(C=C1Cl)N=C(C2CC)C(O)(C2=C(C=CC=C2)F)C2=C(C=CC=C2)F 2-[Bis-(2-fluoro-phenyl)-hydroxy-methyl]-6-chloro-3-ethyl-pyrazolo[1,5-a]pyridine-5-carboxylic acid (1-ethyl-1H-[1,2,4]triazol-3-yl)-amide